C(C(C(=O)O)O)O The molecule is a trionic acid that consists of propionic acid substituted at positions 2 and 3 by hydroxy groups. It has a role as a fundamental metabolite. It derives from a propionic acid. It is a conjugate acid of a glycerate.